FC(C=1N=C(C(=NC1C=1C2=C(C=NC1)N(C=N2)C)C(=O)N)NC2=CC=C(C=C2)CN2CCN(CC2)C)F 5-(Difluoromethyl)-6-(3-methylimidazo[4,5-c]pyridin-7-yl)-3-[4-[(4-methylpiperazin-1-yl)methyl]anilino]pyrazin-2-carboxamid